(R)-10-methyl-3-(5-vinyl-1H-1,2,4-triazol-1-yl)-9,10,11,12-tetrahydro-8H-[1,4]diazepino[5',6':4,5]thieno[3,2-f]quinolin-8-one C[C@H]1NC(C2=C(C=3C=4C=CC(=NC4C=CC3S2)N2N=CN=C2C=C)NC1)=O